5-(8,8-difluoro-5,6,7,8-tetrahydroquinoxalin-5-yl)-7-((1r,4r)-4-(2-fluoro-6-methylphenyl)cyclohexyl)-3-methylpyrido[2,3-b]pyrazin-6(5H)-one FC1(CCC(C=2N=CC=NC12)N1C(C(=CC=2C1=NC(=CN2)C)C2CCC(CC2)C2=C(C=CC=C2C)F)=O)F